FC1=C(N)C=CC(=C1C#CC=1C=C2C(=NC1)NN=C2)F 2,4-difluoro-3-(2-[1H-pyrazolo[3,4-b]pyridin-5-yl]ethynyl)aniline